COC1=CC=CC(=N1)CNC(=O)C1=CSC2=C1C(N(C=C2C)C)=O N-((6-methoxypyridin-2-yl)methyl)-5,7-dimethyl-4-oxo-4,5-dihydrothieno[3,2-c]pyridine-3-carboxamide